[Si].[Ge].[Si].[Si] silicon-silicon germanium-silicon